CC1=C(OCC2=C(C(=O)O)C=CC=C2)C=CC=C1 2-(2-methylphenoxymethyl)benzoic acid